(4-(1-(2,6-diethylphenyl)azetidin-3-yl)-2,6-dimethylbenzyl)piperidine-4-carboxylic acid C(C)C1=C(C(=CC=C1)CC)N1CC(C1)C1=CC(=C(CN2CCC(CC2)C(=O)O)C(=C1)C)C